N1(C=NC=C1)C1=C(N(C2=C(C=CC=C12)C#N)C)C1=NNC(=N1)C(F)(F)F 3-(1H-imidazol-1-yl)-1-methyl-2-(5-(trifluoromethyl)-1H-1,2,4-triazol-3-yl)-1H-indole-7-carbonitrile